N-(2-(chloromethyl)-3-fluorophenyl)-4-methylbenzenesulfonamide ClCC1=C(C=CC=C1F)NS(=O)(=O)C1=CC=C(C=C1)C